ClCC(=O)C1=CC=C(C=C1)C chloro-p-methylacetophenone